4-(7-benzyloxy-5-chloro-pyrazolo[3,4-c]pyridin-2-yl)piperidine-1-carboxylic acid tert-butyl ester C(C)(C)(C)OC(=O)N1CCC(CC1)N1N=C2C(=NC(=CC2=C1)Cl)OCC1=CC=CC=C1